4-benzyloxy-1-chloro-6-phenyl-phthalazine C(C1=CC=CC=C1)OC1=NN=C(C2=CC=C(C=C12)C1=CC=CC=C1)Cl